C(C)OC(CC(C(=O)[O-])(O)CC(OCC)=O)=O.[Na+] sodium 4-ethoxy-2-(2-ethoxy-oxoethyl)-2-hydroxy-4-oxobutanoate